C(C)OC(=O)C1=NN2C(CN=C(C3=C2C=CC(=C3Cl)Cl)C3=C(C=CC=C3F)F)=N1 7,8-dichloro-6-(2,6-difluorophenyl)-4H-[1,2,4]triazolo[1,5-a][1,4]benzodiazepine-2-Formic acid ethyl ester